CN(CC[C@H](CSC1=CC=C(C=C1)F)NC1=C(C=C(C=C1F)S(=O)(=O)NC(=O)C1(CCCCCC1)OC)F)C (R)-N-((4-((4-(DIMETHYLAMINO)-1-((4-FLUOROPHENYL)THIO)BUTAN-2-YL)AMINO)-3,5-DIFLUOROPHENYL)SULFONYL)-1-METHOXYCYCLOHEPTANE-1-CARBOXAMIDE